6-nitro-2,3-dihydro-1H-indene-5-carboxylic acid [N+](=O)([O-])C1=C(C=C2CCCC2=C1)C(=O)O